((10-bromonaphtho[1,2-b]benzofuran-7-yl)oxy)triisopropylsilane BrC1=CC=C(C=2C3=C(OC21)C=2C=CC=CC2C=C3)O[Si](C(C)C)(C(C)C)C(C)C